C(C)OC(=C(OCC)OCC)[Sn] tris(ethoxy)vinyltin